N-(4-chloro-3-cyano-1H-indol-7-yl)-5-fluoro-1-(3-methyloxetan-3-yl)pyrazole-4-sulfonamide ClC1=C2C(=CNC2=C(C=C1)NS(=O)(=O)C=1C=NN(C1F)C1(COC1)C)C#N